FC=1C=C(C=CC1F)/C(/COC)=N/OCC1=C(C=CC=C1C)\C(\C(=O)NC)=N/OC (2E)-2-[2-[[(Z)-[1-(3,4-difluorophenyl)-2-methoxy-ethylidene]amino]oxymethyl]-3-methyl-phenyl]-2-methoxyimino-N-methyl-acetamide